pentaerythritol tristearate C(CCCCCCCCCCCCCCCCC)(=O)OCC(COC(CCCCCCCCCCCCCCCCC)=O)(COC(CCCCCCCCCCCCCCCCC)=O)CO